(S)-4-(5-(3-(1-(4-methyl-4H-1,2,4-triazol-3-ylthio)ethyl)phenyl)isoxazol-3-yl)benzonitrile CN1C(=NN=C1)S[C@@H](C)C=1C=C(C=CC1)C1=CC(=NO1)C1=CC=C(C#N)C=C1